N-(4-Fluoro-3-(trifluoromethyl)phenyl)-2-nitrobenzamide FC1=C(C=C(C=C1)NC(C1=C(C=CC=C1)[N+](=O)[O-])=O)C(F)(F)F